FC1=CC=C2CCC(N(C2=C1OC1=CC=CC=C1)C)=O 7-fluoro-1-methyl-8-phenoxy-1,2,3,4-tetrahydroquinolin-2-one